ClC1=C(C=CC=2NC(CN=C(C21)C2=C(C=CC=C2F)F)=O)Cl 6,7-dichloro-5-(2,6-difluorophenyl)-1,3-dihydro-2H-benzo[e][1,4]diazepin-2-one